(S)-ethyl 6-(((cis)-6-acetylhexahydropyrrolo[3,4-b][1,4]oxazin-4(4aH)-yl) methyl)-4-(3-fluoro-2-methylphenyl)-2-(thiazol-2-yl)-1,4-dihydropyrimidine-5-carboxylate C(C)(=O)N1C[C@@H]2OCCN([C@@H]2C1)CC1=C([C@@H](N=C(N1)C=1SC=CN1)C1=C(C(=CC=C1)F)C)C(=O)OCC